6,7-Difluoro-1-((2-(trimethylsilyl)ethoxy)methyl)quinolin-2(1H)-one FC=1C=C2C=CC(N(C2=CC1F)COCC[Si](C)(C)C)=O